trifluoro-N-methylbutan-1-amine FC(CCCNC)(F)F